N-((R)-1-(3-(difluoromethyl)-2-fluorophenyl)ethyl)-6-oxo-4-(((S)-quinuclidin-3-yl)amino)-1,6-dihydropyridine-3-carboxamide FC(C=1C(=C(C=CC1)[C@@H](C)NC(=O)C1=CNC(C=C1N[C@@H]1CN2CCC1CC2)=O)F)F